FC(S(=O)(=O)OC1C(C1)(F)F)(F)F 2,2-difluorocyclopropyl trifluoromethanesulfonate